ClC1=NC=C(C(=C1)N1CC=C(C=C1C1CC1)OCC1=NC=C(C=C1F)F)C 2'-Chloro-6-cyclopropyl-4-((3,5-difluoropyridin-2-yl)methoxy)-5'-methyl-2H-[1,4'-bipyridine]